F[C@H]1[C@@H](CC[C@@H](C1)NC)NC1=C2C=C(N(C2=CC=C1)CC(F)(F)F)C#CCNC1=C(C=C(C=C1)S(=O)(=O)C)OC (1R,2R,4S)-2-fluoro-N1-(2-(3-((2-methoxy-4-(methyl-sulfonyl)phenyl)amino)prop-1-yn-1-yl)-1-(2,2,2-trifluoroethyl)-1H-indol-4-yl)-N4-methylcyclohexane-1,4-diamine